N-[5-(2-chloro-6-fluorophenyl)-1H-indazol-3-yl]piperidine-3-carboxamide hydrochloride Cl.ClC1=C(C(=CC=C1)F)C=1C=C2C(=NNC2=CC1)NC(=O)C1CNCCC1